N-[1-(1H-indol-3-ylmethyl)pentyl]-2-(3-methyl-6,7-dihydro-4H-isoxazolo[4,5-c]pyridin-5-yl)thiazole-5-carboxamide N1C=C(C2=CC=CC=C12)CC(CCCC)NC(=O)C1=CN=C(S1)N1CC2=C(CC1)ON=C2C